COC(C1=C(C=C(C=C1)CNS(=O)(=O)C)N=S(=O)=O)=O 4-methylsulfonylaminomethyl-2-sulfonylaminobenzoic acid methyl ester